(4-amino-4-methylpiperidin-1-yl)(5-((3-chlorophenyl)thio)furan-2-yl)methanone NC1(CCN(CC1)C(=O)C=1OC(=CC1)SC1=CC(=CC=C1)Cl)C